CC1OC2=C(C1)C=CC=C2 2,3-dihydro-2-methylbenzofuran